N[C@@H](CCCNC(N)=N)C(=O)C([C@@H](C(=O)O)N)N β-(L-Arginyl)-L-2,3-diaminopropionic acid